OC1CCN(CC1)C=1C=CC=2N(N1)C=CN2 6-(4-hydroxypiperidin-1-yl)imidazo[1,2-B]pyridazine